ClC1=CC=C(C=C1)C(C(O)C=1C=CC(=NC1)NC(OC(C)(C)C)=O)(C)C tert-butyl N-[5-[2-(4-chlorophenyl)-1-hydroxy-2-methyl-propyl]-2-pyridyl]carbamate